8-(octyloxy)octanoic acid C(CCCCCCC)OCCCCCCCC(=O)O